3-hydroxymethylpentane-1,2,5-triol OCC(C(CO)O)CCO